6-bromo-N-(2,4,5-trifluorophenyl)-1H-indole-3-sulfonamide BrC1=CC=C2C(=CNC2=C1)S(=O)(=O)NC1=C(C=C(C(=C1)F)F)F